2-(pyrrolidin-1-yl)-6-(tributylstannyl)pyrazine N1(CCCC1)C1=NC(=CN=C1)[Sn](CCCC)(CCCC)CCCC